acryloyloxyacetic anhydride C(C=C)(=O)OCC(=O)OC(COC(C=C)=O)=O